BrC=1C=CC=2C3=C[C@H](CN([C@@H]3CC=3C2C1NC3Br)C)C(=O)O (6aR,9R)-3,5-dibromo-7-methyl-4,6,6a,7,8,9-hexahydroindolo[4,3-fg]quinoline-9-carboxylic acid